6-[6-isopropyl-4-[(2S)-2-methylpiperazin-1-yl]-2-[[(2S)-1-methylpyrrolidin-2-yl]methoxy]-5,6,7,8-tetrahydroquinazolin-7-yl]-4-methyl-5-(trifluoromethyl)pyridin-2-amine C(C)(C)C1CC=2C(=NC(=NC2CC1C1=C(C(=CC(=N1)N)C)C(F)(F)F)OC[C@H]1N(CCC1)C)N1[C@H](CNCC1)C